CC1=C(C=C(C=C1)C)N=C(N)NC(=N)N 2-(2,5-dimethylphenyl)biguanide